N-(((3R)-9-(1-(4-(Difluoromethoxy)phenyl)ethyl)-3-methyl-10-oxo-1,2,3,4,7,8,9,10-octahydropyrido[4',3':3,4]pyrazolo[1,5-a]pyrazin-1-yl)methyl)acetamide hydrochloride Cl.FC(OC1=CC=C(C=C1)C(C)N1C(C=2N(CC1)N=C1C2C(N[C@@H](C1)C)CNC(C)=O)=O)F